P(=O)(O)(O)O.OCC(=O)[C@H](O)[C@H](O)CO ribulose mono-phosphate